C(C1=CC=CC=C1)OCCC[Si](OC)(OC)OC benzyloxypropyltrimethoxysilane